(S)-N-(3-(2-((S)-4-amino-3,3-difluoropyrrolidin-1-yl)-6-morpholinopyridin-4-yl)-4-methylphenyl)-3-(2,2,2-trifluoroethyl)pyrrolidine-1-carboxamide N[C@@H]1C(CN(C1)C1=NC(=CC(=C1)C=1C=C(C=CC1C)NC(=O)N1C[C@@H](CC1)CC(F)(F)F)N1CCOCC1)(F)F